CC=1C=CC2=C(N(N=N2)S(=O)(=O)C(F)(F)F)C1 6-methyl-1-(trifluoromethanesulfonyl)-1H-benzotriazole